CS(=O)(=O)CC=1C=C(OC[C@H](CN[C@H]2COC3(C2)CCN(CC3)S(=O)(=O)C=3C=C2C=CC=NC2=CC3)O)C=CC1 (S)-1-(3-(methylsulfonylmethyl)phenoxy)-3-((R)-8-(quinolin-6-ylsulfonyl)-1-oxa-8-azaspiro[4.5]decan-3-ylamino)propan-2-ol